3-bromo-5-((4-chloro-phenylimino)methyl)-phenyl nicotinate C(C1=CN=CC=C1)(=O)OC1=CC(=CC(=C1)C=NC1=CC=C(C=C1)Cl)Br